The molecule is a phenyl acetate obtained by formal condensation of the carboxy group of acetic acid with one of the hydroxy groups of hydroquinone. It has a role as a mouse metabolite. It is an acetate ester and a member of phenyl acetates. It derives from a hydroquinone. CC(=O)OC1=CC=C(C=C1)O